(5-((1R,3R)-2-(2,2-difluoroethyl)-3-methyl-2,3,4,9-tetrahydro-1H-pyrido[3,4-b]indol-1-yl)pyrimidin-2-yl)piperidine-4-carbaldehyde FC(CN1[C@@H](C=2NC3=CC=CC=C3C2C[C@H]1C)C=1C=NC(=NC1)N1CCC(CC1)C=O)F